CS(=O)(=O)C1=CC=C(C=C1)/C=C/C(=O)C1=CC=C(OCC(=O)N[C@@H]2[C@@H]([C@@H]3CC[C@H]([C@@H]4CC[C@]5(OO[C@]43[C@H](O2)O5)C)C)C)C=C1 2-[4-[(E)-3-(4-Methylsulfonylphenyl)prop-2-enoyl]phenoxy]-N-[(1R,4S,5R,8S,9R,10S,12R,13R)-1,5,9-trimethyl-11,14,15,16-tetraoxatetracyclo[10.3.1.04,13.08,13]hexadecan-10-yl]acetamide